N-Methyl-Dioctadecylamine CN(CCCCCCCCCCCCCCCCCC)CCCCCCCCCCCCCCCCCC